FC1(CCN(CCC1)C1=NC=2CCCCC2C=C1C(=O)NC1=CC(=CC=C1)S(N)(=O)=O)F 2-(4,4-difluoroazepan-1-yl)-N-(3-sulfamoylphenyl)-5,6,7,8-tetrahydroquinoline-3-carboxamide